FC=1C=C(C(=O)NCC=2C(=NC=NC2)C)C=CC1OC(F)(F)F 3-fluoro-N-[(4-methylpyrimidin-5-yl)methyl]-4-(trifluoromethoxy)-benzamide